2-(2,4-dichlorophenyl)-5-(1H-pyrazol-4-yl)-1-{[2-(trimethylsilyl)ethoxy]methyl}-1H-pyrrole-3-carboxamide ClC1=C(C=CC(=C1)Cl)C=1N(C(=CC1C(=O)N)C=1C=NNC1)COCC[Si](C)(C)C